OC(C(=O)C1=CC=CC=C1)C1=CC=CC=C1 hydroxy-phenyl-acetophenone